2-(2-Chlorophenyl)-N-(3-[(2,4-dimethoxybenzyl)sulfamoyl]-4-{4-(2,5-dimethyl-pyrrolidin-1-yl)-1H-pyrazol-1-yl}phenyl)acetamide ClC1=C(C=CC=C1)CC(=O)NC1=CC(=C(C=C1)N1N=CC(=C1)N1C(CCC1C)C)S(NCC1=C(C=C(C=C1)OC)OC)(=O)=O